2-(2-((5-(1-aminoisoquinolin-5-yl)-1'-(methoxycarbonyl)-2,3-dihydrospiro[indene-1,4'-piperidin]-3-yl)oxy)-4-fluorophenyl)acetic acid NC1=NC=CC2=C(C=CC=C12)C=1C=C2C(CC3(CCN(CC3)C(=O)OC)C2=CC1)OC1=C(C=CC(=C1)F)CC(=O)O